oxo-4,5-dihydro-1H-1,2,4-triazole O=C1NC=NN1